2-methyl-octadecan-1,2-diol CC(CO)(CCCCCCCCCCCCCCCC)O